NC1=C2C(=NC=N1)N(N=C2C)C(C)C=2C(=C(C(=C(C2)Cl)C#N)C2CNC2)OCC 3-{3-[1-(4-Amino-3-methyl-1H-pyrazolo[3,4-d]pyrimidin-1-yl)ethyl]-5-chloro-6-cyano-2-ethoxyphenyl}azetidine